N-((1S,2S)-2-amino-2,3-dihydro-1H-inden-1-yl)-4-(5-methyl-7H-pyrrolo[2,3-d]pyrimidin-4-yl)-3,4-dihydro-2H-1,4-thiazine-6-carboxamide N[C@@H]1[C@H](C2=CC=CC=C2C1)NC(=O)C1=CN(CCS1)C=1C2=C(N=CN1)NC=C2C